2-(6-(4-chlorophenoxy)-2-(trifluoromethyl)pyridin-3-yl)-1-(1H-1,2,4-triazol-1-yl)propan-2-ol ClC1=CC=C(OC2=CC=C(C(=N2)C(F)(F)F)C(CN2N=CN=C2)(C)O)C=C1